7-chloro-4,4-difluoro-3,4-dihydroisoquinoline-2(1H)-carboxylic acid tert-butyl ester C(C)(C)(C)OC(=O)N1CC2=CC(=CC=C2C(C1)(F)F)Cl